4-(8-((2-cyclopropyl-4'-fluoro-5-hydroxy-[1,1'-biphenyl]-4-yl)methyl)-2-oxo-1-oxa-3,8-diazaspiro[4.5]decan-3-yl)benzenesulfonic acid C1(CC1)C1=C(C=C(C(=C1)CN1CCC2(CN(C(O2)=O)C2=CC=C(C=C2)S(=O)(=O)O)CC1)O)C1=CC=C(C=C1)F